ClC=1C=C2CCN(CC2=CC1)C(=O)[C@@H]1COCC1 6-chloro-2-((S)-tetrahydrofuran-3-carbonyl)-1,2,3,4-tetrahydroisoquinoline